N-(3-methylquinuclidin-3-yl)piperidine CC1(CN2CCC1CC2)N2CCCCC2